[N+](=O)([O-])C1=CC=C(C=C1)C1=C(C=CC=C1N)N (4-nitro-phenyl)-benzene-1,3-diamine